N-({4-chloro-1H,3H-furo[3,4-c]quinolin-7-yl}methyl)-2-cyclopropyl-N-(5-fluoro-2-methoxypyridin-3-yl)pyrimidine-5-carboxamide ClC1=NC=2C=C(C=CC2C2=C1COC2)CN(C(=O)C=2C=NC(=NC2)C2CC2)C=2C(=NC=C(C2)F)OC